5-(3-cyclopropylphenoxy)-N-[(2R)-2-(2,4-dichlorophenyl)-2-fluoro-ethyl]-2-methyl-3-oxo-pyridazine-4-carboxamide C1(CC1)C=1C=C(OC2=C(C(N(N=C2)C)=O)C(=O)NC[C@H](F)C2=C(C=C(C=C2)Cl)Cl)C=CC1